(1R,2S,5S)-N-((5-bromopyridin-3-yl)(cyano)methyl)-3-((S)-3,3-dimethyl-2-((trifluoromethyl)sulfonamido)butanoyl)-6,6-dimethyl-3-azabicyclo[3.1.0]hexane-2-carboxamide BrC=1C=C(C=NC1)C(NC(=O)[C@@H]1[C@H]2C([C@H]2CN1C([C@H](C(C)(C)C)NS(=O)(=O)C(F)(F)F)=O)(C)C)C#N